methyl 2-oxo-1,3-benzoxazole-5-carboxylate O=C1OC2=C(N1)C=C(C=C2)C(=O)OC